(2R)-2-((1R,3aS,7aR,E)-4-((Z)-2-((3S,5R)-3,5-dihydroxy-2-methylenecyclohexylidene)ethylidene)-7a-methyloctahydro-1H-inden-1-yl)propyl 4-methylbenzenesulfonate CC1=CC=C(C=C1)S(=O)(=O)OC[C@H](C)[C@H]1CC[C@H]2/C(/CCC[C@]12C)=C/C=C/1\C([C@H](C[C@@H](C1)O)O)=C